5-[(4-Fluorophenyl)methoxy]-1-(3-hydroxy-2,2-dimethylpropanoyl)-3-[4-(3-hydroxypyrrolidin-1-carbonyl)-3-methylpiperazin-2-yl]-1H-pyrazol-4-carbonitril FC1=CC=C(C=C1)COC1=C(C(=NN1C(C(CO)(C)C)=O)C1NCCN(C1C)C(=O)N1CC(CC1)O)C#N